ClC1=CC=CC=2C(=C(OC21)CN(C(C=C)=O)C)C N-((7-chloro-3-methylbenzofuran-2-yl)methyl)-N-methylacrylamide